C(C1=CC=CC=C1)N1C[C@H](OCC(C1)(C)C)COCC1=CC=CC=C1 (2S)-4-benzyl-2-[(benzyloxy)methyl]-6,6-dimethyl-1,4-oxaazepane